N-[(1s,1'S,14R,17s)-spiro[8,12,16-trioxa-11,22-diazatetracyclo[15.2.2.110,13.02,7]docosa-2,4,6,10,13(22)-pentaene-14,3'-cyclopentane]-1'-yl]methanesulfonamide [C@H]1(C[C@@]2(CC1)C=1ON=C(COC3=CC=CC=C3C3CCC(OC2)CC3)N1)NS(=O)(=O)C